p-fluorodibromobenzene FC1=CC(=C(C=C1)Br)Br